C1(=CC=CC=C1)C=1C=C(OC2=C(C(=O)OC)C=C(C=C2)F)C=CC1 Methyl 2-(3-phenylphenoxy)-5-fluorobenzoate